FC1=C(C=CC(=C1)CO)N(CCN(C(OC(C)(C)C)=O)C)C tert-butyl (2-((2-fluoro-4-(hydroxymethyl)phenyl)(methyl)amino)ethyl)(methyl)carbamate